ClC1=CC=C(CN2C=C(C3=CC(=CC=C23)[N+](=O)[O-])C#N)C=C1 1-(4-chlorobenzyl)-5-nitro-1H-indole-3-carbonitrile